2-((2-((4-(4-((2-(2,6-dioxopiperidin-3-yl)-4-fluoro-1-oxoisoindolin-5-yl)methyl)piperazin-1-yl)-2-methoxyphenyl)amino)-5-(trifluoromethyl)pyridin-4-yl)amino)-N-methylbenzamide O=C1NC(CCC1N1C(C2=CC=C(C(=C2C1)F)CN1CCN(CC1)C1=CC(=C(C=C1)NC1=NC=C(C(=C1)NC1=C(C(=O)NC)C=CC=C1)C(F)(F)F)OC)=O)=O